C(C)(C)(C)OC(=O)N1CC(C(CC1)C(N(C)OC)=O)C 4-[methoxy(methyl)carbamoyl]-3-methylpiperidine-1-carboxylic acid tert-butyl ester